C(=O)(OC(C)(C)C)NC1(CCCCC1)N N-Boccyclohexanediamine